FC1=CC=C2CCC3(N(C2=N1)CC1=CC=C(C=C1)OC)CN(CC3)C(=O)OC(C)(C)C tert-butyl 7'-fluoro-1'-(4-methoxybenzyl)-3',4'-dihydro-1'H-spiro[pyrrolidine-3,2'-[1,8]naphthyridine]-1-carboxylate